(3S,3aR,5R,8S,8aS)-5-Isopropyl-3,8-dimethyloctahydroazulen-1(2H)-on C(C)(C)[C@H]1C[C@@H]2[C@H](CC([C@H]2[C@H](CC1)C)=O)C